3-(methoxymethyl)-7,7-dimethyl-4-(5-methyl-1-(tetrahydro-2H-pyran-2-yl)-1H-indazol-4-yl)-5,6,7,8-tetrahydroquinolin-2(1H)-one COCC=1C(NC=2CC(CCC2C1C1=C2C=NN(C2=CC=C1C)C1OCCCC1)(C)C)=O